COC(CC=1C=NC(=CC1)N1N=CC(=C1)F)=O 2-(6-(4-fluoro-1H-pyrazol-1-yl)pyridin-3-yl)acetic acid methyl ester